trans-N-(8-amino-6-((R)-4-methyl-2-oxooxazolidin-3-yl)isoquinolin-3-yl)-2-cyanocyclopropane-1-carboxamide NC=1C=C(C=C2C=C(N=CC12)NC(=O)[C@H]1[C@@H](C1)C#N)N1C(OC[C@H]1C)=O